(1R,2S)-5'-chloro-2-(3-{[3-ethoxy-5-(methanesulfonyl)pyridin-2-yl]amino}-1H-indazol-6-yl)spiro[cyclopropane-1,3'-indol]-2'(1'H)-one ClC=1C=C2[C@]3(C(NC2=CC1)=O)[C@@H](C3)C3=CC=C1C(=NNC1=C3)NC3=NC=C(C=C3OCC)S(=O)(=O)C